8-(3-methoxy-4-(4-((tetrahydro-2H-pyran-2-yl)oxy)-butoxy)phenyl)-2,2-diphenyl-7,8-dihydro-6H-[1,3]dioxolo[4,5-h]chromen-6-one COC=1C=C(C=CC1OCCCCOC1OCCCC1)C1OC=2C3=C(C=CC2C(C1)=O)OC(O3)(C3=CC=CC=C3)C3=CC=CC=C3